2-{3-[(3R)-3,4-dimethylpiperazin-1-yl]-1,2,4-triazin-6-yl}-5-(8-fluoro-2-methylimidazo[1,2-a]pyridin-6-yl)phenol dihydrochloride Cl.Cl.C[C@@H]1CN(CCN1C)C=1N=NC(=CN1)C1=C(C=C(C=C1)C=1C=C(C=2N(C1)C=C(N2)C)F)O